4-(1-(1-((2-chloro-4-(trifluoromethyl)phenyl)carbamoyl)cyclobutyl)-1H-pyrazol-4-yl)piperidine-1-carboxylic acid tert-butyl ester C(C)(C)(C)OC(=O)N1CCC(CC1)C=1C=NN(C1)C1(CCC1)C(NC1=C(C=C(C=C1)C(F)(F)F)Cl)=O